CCOCCOCCOCCNCC(CO)O 3,6,9-trioxa-12-azapentadecane-14,15-diol